(3-acetyl-6-chloro-2-pyridinyl)-5-methyl-pyrazole-3-carbonitrile C(C)(=O)C=1C(=NC(=CC1)Cl)C=1C(=NNC1C)C#N